C(C)(C)(C)OC(=O)NCCOCCOCCN(CCCCCCCC(=O)OCCCC(CCCCC)CCCCC)CCCCCCCC(OCCCC(CCCCC)CCCCC)=O 4-pentylnonyl 8-[2-[2-[2-(tert-butoxycarbonylamino)ethoxy] ethoxy]ethyl-[8-oxo-8-(4-pentylnonoxy)octyl]amino]octanoate